4,N-Dihydroxy-tetrahydro-pyran-4-carboxamidine OC1(CCOCC1)C(=N)NO